(Z)-2-(4-(1-(4-amino-2-fluorobut-2-en-1-yl)-6-(trifluoromethyl)-1H-benzo[d][1,2,3]triazol-4-yl)-1H-pyrazol-1-yl)ethan-1-ol NC\C=C(\CN1N=NC2=C1C=C(C=C2C=2C=NN(C2)CCO)C(F)(F)F)/F